COC(=O)C12CC3CC(C1)CC(C2)C32OOC3(CCC(CC3)C3=CC=C(C=C3)OC(C)=O)O2 methyl-4''-(4-acetoxyphenyl)dispiro[adamantane-2,3'-[1,2,4]trioxolane-5',1''-cyclohexane]-5-carboxylate